methyl (2S)-5-amino-6-[[(3R,6S)-6-[[(tertbutyldimethylsilyl)oxy]methyl]oxan-3-yl]amino]-2-methyl-1,2,3,4-tetrahydroquinoline-1-carboxylate NC1=C2CC[C@@H](N(C2=CC=C1N[C@H]1CO[C@@H](CC1)CO[Si](C)(C)C(C)(C)C)C(=O)OC)C